4-[bis[3-(t-butoxycarbonylamino)propyl]amino]butanoic acid C(C)(C)(C)OC(=O)NCCCN(CCCC(=O)O)CCCNC(=O)OC(C)(C)C